3-(3-(4-(2-aminopropan-2-yl)phenyl)-5-phenyl-3H-imidazo[4,5-b]pyridin-2-yl)pyridin-2-amine NC(C)(C)C1=CC=C(C=C1)N1C(=NC=2C1=NC(=CC2)C2=CC=CC=C2)C=2C(=NC=CC2)N